BrC1=C(C=C(C(=O)N2CC=3N(CC2)C(N(C3C(=O)NCC=3C=CC=C2C=CC=NC32)C3=CC=C(C=C3)OCC(F)(F)F)=O)C=C1)Cl 7-(4-bromo-3-chloro-benzoyl)-3-oxo-N-(8-quinolylmethyl)-2-[4-(2,2,2-trifluoroethoxy)phenyl]-6,8-dihydro-5H-imidazo[1,5-a]pyrazine-1-carboxamide